methyl-oleic acid ammonium chloride [Cl-].[NH4+].CC(C(=O)O)CCCCCC\C=C/CCCCCCCC